(2R,11aS)-8-[(5-Bromopentyl)oxy]-2-{[tert-butyl(dimethyl)silyl]oxy}-7-methoxy-10-{[2-(trimethylsilyl)ethoxy]methyl}-2,3-dihydro-1H-pyrrolo[2,1-c][1,4]benzodiazepin-5,11(10H,11aH)-dione BrCCCCCOC1=CC2=C(C(N3[C@H](C(N2COCC[Si](C)(C)C)=O)C[C@H](C3)O[Si](C)(C)C(C)(C)C)=O)C=C1OC